2-methoxy-4-(4-methyl-4H-1,2,4-triazol-3-yl)aniline COC1=C(N)C=CC(=C1)C1=NN=CN1C